BrC1=NC(=CC=C1)C1=NN=CN1C1=C(C=CC=C1F)F 2-bromo-6-(4-(2,6-difluorophenyl)-4H-1,2,4-triazol-3-yl)pyridine